1-(5-(benzofuran-5-ylsulfonyl)-3,4,5,6-tetrahydropyrrolo[3,4-c]pyrrol-2(1H)-yl)-3-hydroxy-2-(hydroxymethyl)-2-methylpropan-1-one O1C=CC2=C1C=CC(=C2)S(=O)(=O)N2CC1=C(C2)CN(C1)C(C(CO)(C)CO)=O